IC(CC)O 1-iodopropanol